COCC(C1=CC=CC=C1)C(C#N)C#N 2-(2-methoxy-1-phenylethyl)malononitrile